CN1CCN(CC1)C 1,4-Dimethylpiperazin